C1(CC1)C(=O)C1=C(C(=C(OCC#CCOC=2C=C(C(=O)O)C=CC2OC)C=C1)C)O 3-((4-(4-(Cyclopropanecarbonyl)-3-hydroxy-2-methylphenoxy)but-2-yn-1-yl)oxy)-4-methoxybenzoic acid